NC1=NC2=C(C=3N1N=C(N3)C=3OC=CC3)SC(N2CCN2CCN(CC2)C2=C(C=C(C(=O)N(C)CCN(C)C)C=C2)F)=O 4-(4-(2-(5-amino-8-(furan-2-yl)-2-oxothiazolo[5,4-e][1,2,4]triazolo[1,5-c]pyrimidin-3(2H)-yl)ethyl)piperazin-1-yl)-N-(2-(dimethylamino)ethyl)-3-fluoro-N-methylbenzamide